Cl.COC1CC(NC1)C(=O)N 4-methoxypyrrolidine-2-carboxamide hydrochloride